N1-[4-(aminosulfonyl)phenyl]-2,2-dimethylpropanamide NS(=O)(=O)C1=CC=C(C=C1)NC(C(C)(C)C)=O